N-[[1-[(1-methylpyrazol-4-yl)methyl]-4-piperidinyl]methyl]carbamic acid tert-butyl ester C(C)(C)(C)OC(NCC1CCN(CC1)CC=1C=NN(C1)C)=O